C(=O)O.CC1=NOC2=C1C(=NN=C2C2=C(C=C(C=C2)C(F)(F)F)O)N[C@H]2CN(CCC2)C 2-(3-methyl-4-{[(3R)-1-methylpiperidin-3-yl]amino}[1,2]oxazolo[4,5-d]pyridazin-7-yl)-5-(trifluoromethyl)phenol formate salt